FC(C=1N=C(C(=NC1)N)OC)F 5-(difluoromethyl)-3-methoxypyrazin-2-amine